CC=1SC(=CN1)C=1N=C(C2=C(N1)SC=N2)NCCC2=CNC1=CC(=CC=C21)OC(F)(F)F 5-(2-methylthiazol-5-yl)-N-(2-(6-(trifluoromethoxy)-1H-indol-3-yl)ethyl)thiazolo[5,4-d]pyrimidin-7-amine